8-(2,3-dichlorophenyl)-N-[(4S)-3,4-dihydro-2H-1-benzopyran-4-yl]-7-methoxy-4-(morpholin-4-yl)-1,5-naphthyridine-3-carboxamide ClC1=C(C=CC=C1Cl)C=1C(=CN=C2C(=C(C=NC12)C(=O)N[C@H]1CCOC2=C1C=CC=C2)N2CCOCC2)OC